(t-butyl-phenyl)-diphenylamine C(C)(C)(C)C1=C(C=CC=C1)N(C1=CC=CC=C1)C1=CC=CC=C1